N-[4-chloro-2-[[(1S)-4,4-difluoro-1-[2-(methylamino)-2-oxo-acetyl]pentyl]carbamoyl]phenyl]-5,6-dihydro-4H-cyclopenta[d]thiazole-4-carboxamide ClC1=CC(=C(C=C1)NC(=O)C1CCC2=C1N=CS2)C(N[C@@H](CCC(C)(F)F)C(C(=O)NC)=O)=O